N-(4-(2-amino-3-(3-(4-(2-methoxyethyl)piperazin-1-yl)-3-oxoprop-1-ynyl)pyridin-4-yloxy)-3-fluorophenyl)-2-(4-fluorophenyl)-3-oxo-2,3-dihydropyridazine-4-carboxamide NC1=NC=CC(=C1C#CC(=O)N1CCN(CC1)CCOC)OC1=C(C=C(C=C1)NC(=O)C=1C(N(N=CC1)C1=CC=C(C=C1)F)=O)F